BrC1=C(C(=CC(=C1)C(C(F)(F)F)(C(F)(F)F)F)C(F)(F)F)NC(C1=C(C(=CC=C1)NO)F)=O N-(2-bromo-4-(perfluoropropan-2-yl)-6-(trifluoromethyl)phenyl)-2-fluoro-3-(hydroxyamino)benzamide